(7R,8aS)-7-(2,3-dichloro-6-hydroxyphenyl)-2-[(3S)-3-hydroxybutanoyl]-hexahydropyrrolo[1,2-a]pyrazin-4-one ClC1=C(C(=CC=C1Cl)O)[C@H]1C[C@@H]2N(C(CN(C2)C(C[C@H](C)O)=O)=O)C1